FC=1C=C2[C@@H](C[C@@H](N(C2=CC1)C(CC)=O)C)NC1=CC=C(C=C1)[N+](=O)[O-] |o1:4,6| 1-((2S*,4R*)-6-fluoro-2-methyl-4-((4-nitrophenyl)amino)-3,4-dihydroquinolin-1(2H)-yl)propan-1-one